((5-methyl-4,5,6,7-tetrahydrothiazolo[5,4-c]pyridin-2-yl)methyl)benzamide CN1CC2=C(CC1)N=C(S2)CC2=C(C(=O)N)C=CC=C2